[O+]1=CC=CC2=C1C=CC=C2.C2(=CC=CC=C2)N(C2=CC=CC=C2)C2=CC=CC=C2 triphenylamine-benzopyrylium salt